CN(C1=C2CN(C(C2=CC(=C1)OC)=O)C1C(NC(CC1)=O)=O)C 3-(4-(dimethylamino)-6-methoxy-1-oxoisoindolin-2-yl)piperidine-2,6-dione